4-methylterephthalamide CC1(CC=C(C(=O)N)C=C1)C(=O)N